OC1=C(C=C(C=C1)CCCCCCCCC)O 2-hydroxy-5-nonylphenol